1-[p-(2-azidoethoxy)phenyl]-2-hydroxy-2-methyl-1-propanone N(=[N+]=[N-])CCOC1=CC=C(C=C1)C(C(C)(C)O)=O